IC1=CC=C(CC2C[C@H](NC2)C(=O)O)C=C1 gamma-(4-iodo-benzyl)-proline